C[N-]CCC methyl-propylamide